1-(2-(5-(3-chloro-5-(trifluoromethyl)pyridin-4-yl)isoindolin-2-yl)-2-oxoethyl)-1H-1,2,4-triazole-3-carbonitrile ClC=1C=NC=C(C1C=1C=C2CN(CC2=CC1)C(CN1N=C(N=C1)C#N)=O)C(F)(F)F